2-((2-chloro-1-ethyl-1H-indol-3-yl)methylene)-N-(3-fluorophenyl)hydrazine-1-carboxamide ClC=1N(C2=CC=CC=C2C1C=NNC(=O)NC1=CC(=CC=C1)F)CC